CCCCC(C)C1=CC(OC1)=O 4-5-hexylfuran-2(5H)-one